1-(3-(azepan-1-yl)propyl)-3-(4-methyl-2-(4-(piperidin-4-ylmethyl)piperazin-1-yl)quinolin-6-yl)urea N1(CCCCCC1)CCCNC(=O)NC=1C=C2C(=CC(=NC2=CC1)N1CCN(CC1)CC1CCNCC1)C